IC1=CC(=C(C(=O)NC2=CC=CC3=C2N=C2N3CCCC2)C=C1)N1CCC2(CC2)CC1 4-iodo-2-(6-azaspiro[2.5]oct-6-yl)-N-(benzo[4,5]imidazo[1,2-a]piperidin-6-yl)benzamide